C(C)(C)(C)OC(=O)N1CC(C1)OC=1C=CC2=C(N=C(O2)C2=CN=C(C3=CN=C(C=C23)NC(=O)C2CC2)NC)C1 3-((2-(6-(cyclopropanecarboxamido)-1-(methylamino)-2,7-naphthyridin-4-yl)benzo[d]oxazol-5-yl)oxy)azetidine-1-carboxylic acid tert-butyl ester